2,2-di(3,4-dimethylphenyl)hexafluoropropane tert-butyl-4-(2-(4-(4-(2-butyl-1-oxo-1,2-dihydro-2,7-naphthyridin-4-yl)-2,6-difluorophenoxy)piperidin-1-yl)ethyl)piperidine-1-carboxylate C(C)(C)(C)OC(=O)N1CCC(CC1)CCN1CCC(CC1)OC1=C(C=C(C=C1F)C1=CN(C(C2=CN=CC=C12)=O)CCCC)F.CC=1C=C(C=CC1C)C(C(F)(F)F)(C(F)(F)F)C1=CC(=C(C=C1)C)C